5-[4-[[(2S)-1-ethylazetidin-2-yl]methoxy]-2-methyl-pyrazol-3-yl]-N-(6-ethyl-2-methyl-pyrimidin-4-yl)pyrazolo[1,5-a]pyridin-2-amine C(C)N1[C@@H](CC1)COC1=C(N(N=C1)C)C1=CC=2N(C=C1)N=C(C2)NC2=NC(=NC(=C2)CC)C